2-((3-(2-Methylpyridin-4-yl)pyrazolo[1,5-a]pyrimidin-6-yl)methyl)-7-oxa-2-azaspiro[3.5]nonane CC1=NC=CC(=C1)C=1C=NN2C1N=CC(=C2)CN2CC1(C2)CCOCC1